CN1C(=NN=C1)C1(CCC1)C=1C=C(N)C=CC1 3-(1-(4-methyl-4H-1,2,4-triazol-3-yl)cyclobutyl)aniline